8-(6-(2-ethoxypropan-2-yl)pyridin-3-yl)-6-oxo-3,4-dihydro-2H,6H-pyrimido[2,1-b][1,3]thiazine-7-carbonitrile C(C)OC(C)(C)C1=CC=C(C=N1)C=1N=C2SCCCN2C(C1C#N)=O